N1CCC(CC1)CCCN1CCN(CC1)C=O (4-(3-(piperidine-4-yl)propyl)piperazine-1-yl)methanone